N-dimethylaminopropylacrylamide-chloromethane salt ClC.CN(C)CCCNC(C=C)=O